2-((2-ethyl-4'-(1,1,1,3,3,3-hexafluoro-2-hydroxypropan-2-yl)-[1,1'-biphenyl]-4-yl)methyl)-6-thia-2-azaspiro[3.4]octane 6,6-dioxide C(C)C1=C(C=CC(=C1)CN1CC2(C1)CS(CC2)(=O)=O)C2=CC=C(C=C2)C(C(F)(F)F)(C(F)(F)F)O